((tert-butyldiphenylsilyloxy)methylpyridin-2-yl)-5-ethylmorpholin-3-one [Si](C1=CC=CC=C1)(C1=CC=CC=C1)(C(C)(C)C)OCC=1C(=NC=CC1)N1C(COCC1CC)=O